ClC=1C=C2C(=C3C1NC(NC31CCCCC1)=O)OC(=N2)C(=O)N(CC2CCOCC2)C 5-chloro-N-methyl-N-(oxan-4-ylmethyl)-7-oxo-7,8-dihydro-6H-spiro[[1,3]oxazolo[5,4-f]quinazoline-9,1'-cyclohexane]-2-carboxamide